2-((2-(dimethylamino)ethoxy)-5-((4-(4-fluoro-1-isopropyl-2-methoxy-1H-benzo[d]imidazole-6-yl)pyrimidin-2-yl)amino)-4-methoxyphenyl)acrylamide CN(CCOC1=C(C=C(C(=C1)OC)NC1=NC=CC(=N1)C=1C=C(C2=C(N(C(=N2)OC)C(C)C)C1)F)C(C(=O)N)=C)C